C(C)(C)(C)N1C(CNCC1)CNC(CC1=CC=CC=C1)=O tert-butyl-2-((2-phenylacetamido)methyl)piperazine